3-Bromo-5-hydroxy-4-methoxybenzaldehyde BrC=1C=C(C=O)C=C(C1OC)O